C(#N)C1(C[C@H](N(C1)C(=O)OC(C)(C)C)C(=O)OC)O[Si](C)(C)C 1-t-butyl 2-methyl (2S)-4-cyano-4-[(trimethylsilyl)oxy]pyrrolidine-1,2-dicarboxylate